N-Ethyl-4-(1-methyl-4-(4-methyl-4H-1,2,4-triazol-3-yl)-1H-pyrazol-5-yl)-6-(6-methyl-7-(trifluoromethyl)-1H-benzo[d]imidazol-2-yl)pyridin-2-amine C(C)NC1=NC(=CC(=C1)C1=C(C=NN1C)C1=NN=CN1C)C1=NC2=C(N1)C(=C(C=C2)C)C(F)(F)F